FC=1C=C2C(=C(C(N(C2=NC1C1=C(C=CC=C1OC)F)C=1C(=NC=CC1C)C(C)C)=O)[N+](=O)[O-])N1[C@@H](CN(CC1)C(=O)OC(C)(C)C)CO tert-butyl (3S)-4-(6-fluoro-7-(2-fluoro-6-methoxyphenyl)-1-(2-isopropyl-4-methylpyridin-3-yl)-3-nitro-2-oxo-1,2-dihydro-1,8-naphthyridin-4-yl)-3-(hydroxymethyl)piperazin-1-carboxylate